3-(3-Methyl-2-oxo-5-(2,7-diazaspiro[3.5]non-2-yl)-2,3-dihydro-1H-benzo[d]Imidazol-1-yl)piperidine-2,6-dione CN1C(N(C2=C1C=C(C=C2)N2CC1(C2)CCNCC1)C1C(NC(CC1)=O)=O)=O